p-chlorobenzyl-resorcinol ClC1=C(C(=C(O)C=C1)CC1=CC=CC=C1)O